(S)-8-(2-amino-6-((R)-1-(5-chloro-3'-methyl-[1,1'-biphenyl]-2-yl)-2,2,2-trifluoroethoxy)pyrimidin-4-yl)-2,8-diazaspiro[4.5]decane-3-carboxylic acid NC1=NC(=CC(=N1)N1CCC2(C[C@H](NC2)C(=O)O)CC1)O[C@@H](C(F)(F)F)C1=C(C=C(C=C1)Cl)C1=CC(=CC=C1)C